BrC1=CC(=C(C(=O)Cl)C=C1)F 4-bromo-2-fluorobenzoyl chloride